(1R,3r)-3-((R)-3-(1-(5-chloro-4-(((R)-1-(2,4-dichlorophenyl)ethyl)amino)-6-methylpyrimidin-2-yl)azetidin-3-yl)piperidin-1-yl)-1-methylcyclobutane-1-carboxylic acid L-tartaric acid salt C([C@H](O)[C@@H](O)C(=O)O)(=O)O.ClC=1C(=NC(=NC1C)N1CC(C1)[C@@H]1CN(CCC1)C1CC(C1)(C(=O)O)C)N[C@H](C)C1=C(C=C(C=C1)Cl)Cl